3,8-bis[1-(3-(2,6-difluorophenyl)butoxy)ethyl]Deuteroporphyrin FC1=C(C(=CC=C1)F)C(CCOC(C)C=1C(=C2NC1C=C1C=C(C(=N1)C=C1C=CC(N1)=CC=1C=CC(N1)=C2)C(C)OCCC(C)C2=C(C=CC=C2F)F)[2H])C